4-((2S,4S)-4-ethoxy-1-((5-methoxy-7-methyl-1H-indol-4-yl)methyl)piperidin-2-yl)-N-(methylsulfonyl)benzamide C(C)O[C@@H]1C[C@H](N(CC1)CC1=C2C=CNC2=C(C=C1OC)C)C1=CC=C(C(=O)NS(=O)(=O)C)C=C1